C(C1=CC=CC=C1)OC(=O)N[C@H](C(=O)N[C@@H](CC(C)C)C(=O)OC)CC1=CC=CC2=CC=CC=C12 Methyl ((S)-2-(((benzyloxy)carbonyl)amino)-3-(naphthalen-1-yl)propanoyl)-L-leucinate